(1,2,2,6,6-pentamethyl-4-piperidinyl)sebacate CN1C(CC(CC1(C)C)OC(CCCCCCCCC(=O)[O-])=O)(C)C